ClC=1N=CC2=C(C=CC(=C2C1)C(C)(C)O)OC1CN(C1)C(=O)OC(C)(C)C tert-Butyl 3-((3-chloro-5-(2-hydroxypropan-2-yl)isoquinolin-8-yl)oxy)azetidine-1-carboxylate